N-cyclohexyl-4-(((2r,3r,4r,5s)-3,4,5-tris(benzyloxy)-2-methylpiperidin-1-yl)methyl)piperidine-1-carboxamide C1(CCCCC1)NC(=O)N1CCC(CC1)CN1[C@@H]([C@H]([C@@H]([C@H](C1)OCC1=CC=CC=C1)OCC1=CC=CC=C1)OCC1=CC=CC=C1)C